4,5-dihydro-1H-imidazole bisulfate S(O)(O)(=O)=O.N1C=NCC1